Cl.CNCC[C@@H](OC1=C(C=CC=C1)C)C1=CC=CC=C1 (R)-N-Methyl-3-phenyl-3-(o-tolyloxy)-propan-1-amine hydrochloride